N-(1'-(3-((4,4-difluoropiperidin-1-yl)sulfonyl)benzoyl)spiro[bicyclo[3.1.0]hexane-3,3-indolin]-5'-yl)methanesulfonamide FC1(CCN(CC1)S(=O)(=O)C=1C=C(C(=O)N2CC3(C4=CC(=CC=C24)NS(=O)(=O)C)CC2CC2C3)C=CC1)F